N-[(8-hydroxy-5-nitroquinolin-7-yl)(2-methoxyphenyl)methyl]pentanamide OC=1C(=CC(=C2C=CC=NC12)[N+](=O)[O-])C(NC(CCCC)=O)C1=C(C=CC=C1)OC